3-fluoro-4-(1,2,3,6-tetrahydro-pyridin-4-yl)-N-[4-(1,2,3,6-tetrahydro-pyridin-4-yl)-3-trifluoromethyl-phenyl]-benzamide FC=1C=C(C(=O)NC2=CC(=C(C=C2)C=2CCNCC2)C(F)(F)F)C=CC1C=1CCNCC1